methyl (2S)-6-amino-2-[[4-[[4-[[(3R,4R)-1-(2-cyanoacetyl)-4-methyl-3-piperidinyl]-methyl-amino] pyrrolo[2,3-d]pyrimidine-7-carbonyl] amino] benzoyl] amino]-hexanoate NCCCC[C@@H](C(=O)OC)NC(C1=CC=C(C=C1)NC(=O)N1C=CC2=C1N=CN=C2N(C)[C@H]2CN(CC[C@H]2C)C(CC#N)=O)=O